8-methoxy-N-(propan-2-yl)-1-[trans-4-(pyridin-2-yloxy)cyclohexyl]-5,6-dihydro-4H-[1,2,4]triazolo[4,3-a][1]benzazepine-5-amine COC=1C=CC2=C(CC(CC=3N2C(=NN3)[C@@H]3CC[C@H](CC3)OC3=NC=CC=C3)NC(C)C)C1